FC=1C(=C(C=CC1)C(CC1=NC(=NC(=N1)N[C@@H](CO)CC(C)C)NS(=O)(=O)C)C)OC N-(4-(2-(3-Fluoro-2-methoxyphenyl)propyl)-6-(((R)-1-hydroxy-4-methylpentan-2-yl)amino)-1,3,5-triazin-2-yl)methanesulfonamide